COC(C1=CC=C(C=C1)N1C=NNCC1)=O 4-(5,6-dihydro-1,2,4-triazin-4(1H)yl)benzoic acid methyl ester